2-(methyloctyl)succinic acid CC(CCCCCCC)C(C(=O)O)CC(=O)O